3-methylbenzofuran-2-Carboxylic acid ethyl ester C(C)OC(=O)C=1OC2=C(C1C)C=CC=C2